BrC1=C(C=C2N=CC=3N(C(N4CC(OC1=C2C34)C3=NC=CC=C3)=O)C)OC 7-bromo-6-methoxy-2-methyl-9-(pyridin-2-yl)-9,10-dihydro-8-oxa-2,4,10a-triazanaphtho[2,1,8-cde]azulen-1(2H)-one